CC1=CC=C(C=N1)C(N)C1=CC=CC=C1 (6-methylpyridin-3-yl)(phenyl)methanamine